4-bromo-3-methyl-thieno[2,3-c]pyridine BrC1=C2C(=CN=C1)SC=C2C